[Ag].[Ti] titanium silver